2-(pyridin-4-yl)-6-[(pyridin-2-yl)methyl]-6,7-dihydro-4H-pyrazolo[1,5-a]pyrrolo[3,4-d]pyrimidine N1=CC=C(C=C1)C1=NN2C(NC=3C(=C2)CN(C3)CC3=NC=CC=C3)=C1